FC1(CC(C1)C=1C=CC(=NC1F)[C@@H](NC(=O)[C@H]1N(C[C@@H](C1)F)C(CC=1OC=CN1)=O)C1=CC=CC=C1)F (2S,4R)-N-[(S)-[5-(3,3-difluorocyclobutyl)-6-fluoropyridin-2-yl](phenyl)methyl]-4-fluoro-1-[2-(1,3-oxazol-2-yl)acetyl]pyrrolidine-2-carboxamide